C(C)(C)(C)OC(N[C@H]1CN(CC1)C([C@@H](C)O)=O)=O [(R)-1-((R)-2-Hydroxy-propionyl)-pyrrolidin-3-yl]-carbamic acid tert-butyl ester